3-(3,4-dimethoxyphenyl)isoindolin-1-one COC=1C=C(C=CC1OC)C1NC(C2=CC=CC=C12)=O